COC1=C(C(=O)NCC(F)(F)F)C(=CC(=C1)N1C=NC2=C1C=CC(=C2)C=2N=CN(C2)C)OC 2,6-dimethoxy-4-[5-(1-methylimidazol-4-yl)benzimidazol-1-yl]-N-(2,2,2-trifluoroethyl)benzamide